BrC1=C(C2=CC=CC(=C2C(=C1)Br)C[2H])N 2,4-dibromo-5-deuteromethylnaphthalen-1-amine